Ethyl 2-((6-((2-chloro-5-fluoropyrimidin-4-yl)amino)-3-methyl-2-oxo-2,3-dihydro-1H-benzo[d]imidazol-4-yl)oxy)acetate ClC1=NC=C(C(=N1)NC=1C=C(C2=C(NC(N2C)=O)C1)OCC(=O)OCC)F